4-(3-isopropyl-2-(2-methylpyridin-4-yl)-1H-indol-5-yl)piperidine-1-carboxylic acid isopropyl ester C(C)(C)OC(=O)N1CCC(CC1)C=1C=C2C(=C(NC2=CC1)C1=CC(=NC=C1)C)C(C)C